(4-methoxyphenyl)-2',3'-dihydrospiro[cyclohexane-1,1'-indene]-4-one COC1=CC=C(C=C1)C1C2(C3=CC=CC=C3C1)CCC(CC2)=O